[3-(difluoromethyl)-4-nitro-pyrazol-1-yl]Methyl cyclobutanecarboxylate C1(CCC1)C(=O)OCN1N=C(C(=C1)[N+](=O)[O-])C(F)F